C(#N)C1=C(N(N=C1C1=CC=C(C=C1)CC(=O)NC1=CC(=NO1)C1C(CC1)(C)C)C(C)C)NC(OC(C)(C)C)=O tert-Butyl N-[4-cyano-5-[4-[2-[[3-(2,2-dimethylcyclobutyl)isoxazol-5-yl]amino]-2-oxoethyl]phenyl]-2-isopropyl-pyrazol-3-yl]carbamate